2-Chloro-5-ethynyl-pyridine tert-butyl-3-(4-oxopyrimidin-1(4H)-yl)azetidine-1-carboxylate C(C)(C)(C)OC(=O)N1CC(C1)N1C=NC(C=C1)=O.ClC1=NC=C(C=C1)C#C